2-[(2S)-2-[(2-formyl-3-hydroxyphenoxy)methyl]pyrrolidine-1-carbonyl]-6-hydroxybenzaldehyde C(=O)C1=C(OC[C@H]2N(CCC2)C(=O)C2=C(C=O)C(=CC=C2)O)C=CC=C1O